capryloyl-capric acid C(CCCCCCC)(=O)C(C(O)=O)CCCCCCCC